methyl 3-(5-amino-4-carbamoyl-3-(7-((5-fluoro-2-methoxybenzamido)methyl)-1H-indazol-4-yl)-1H-pyrazol-1-yl)azetidine-1-carboxylate NC1=C(C(=NN1C1CN(C1)C(=O)OC)C1=C2C=NNC2=C(C=C1)CNC(C1=C(C=CC(=C1)F)OC)=O)C(N)=O